FC1=C(CC2=C(C=CC(=C2)NC(=O)NCC2=CC=NC=C2)S(=O)(=O)NCC2=CC=C(C=C2)F)C=CC=C1 (2-fluorobenzyl)-N-(4-fluorobenzyl)-4-(3-(pyridin-4-ylmethyl)ureido)benzenesulfonamide